21-chloro-3α-hydroxy-2β-morpholin-4-yl-5β-pregnan-20-one ClCC([C@H]1CC[C@H]2[C@@H]3CC[C@@H]4C[C@@H]([C@H](C[C@]4(C)[C@H]3CC[C@]12C)N1CCOCC1)O)=O